(2-methoxyethyl)cytosine COCCNC1=NC(NC=C1)=O